4-[(1R)-1-(5-fluoro-2-pyridyl)ethoxy]-6-[1-(1-methylimino-1-oxo-thian-4-yl)pyrazol-4-yl]pyrazolo[1,5-a]pyridine-3-carbonitrile FC=1C=CC(=NC1)[C@@H](C)OC=1C=2N(C=C(C1)C=1C=NN(C1)C1CCS(CC1)(=O)=NC)N=CC2C#N